COCC[C@H]([C@H](CC=C)C)S(=O)(=O)N (3R,4S)-1-METHOXY-4-METHYL-6-HEPTENE-3-SULFONAMIDE